ClC=1C=C2CCCN(C2=C(C1)C1=C2C(=NC=C1)C=C(S2)CO)[C@H]2CN(CCC2)C(=O)OC(C)(C)C tert-butyl (R)-3-(6-chloro-8-(2-(hydroxymethyl)thieno[3,2-b]pyridin-7-yl)-3,4-dihydroquinolin-1(2H)-yl)piperidine-1-carboxylate